CC1=CC(=CN1)C(=O)N 5-methylpyrrole-3-carboxamide